C(C)[Si](OCC)(CC)CC Triethyl-monoethoxysilan